2,2,2-Trichloroacetyl isocyanate ClC(C(=O)N=C=O)(Cl)Cl